CC=1C=C(C=C(C1C(F)(F)F)B1OC(C(O1)(C)C)(C)C)O 3-methyl-5-(4,4,5,5-tetramethyl-1,3,2-dioxaborolan-2-yl)-4-(trifluoromethyl)phenol